N1(CCOCC1)C1=NC2=C(N=CC=C2C=C1)C=1N(N=CC1)C1OCCCC1 2-(morpholin-4-yl)-8-[2-(tetrahydropyran-2-yl)-2H-pyrazol-3-yl]-[1,7]naphthyridine